C(C(C)C)(=O)OC1=CC(=CC(=C1)C=NC1=C(C(=CC=C1)Cl)Cl)Cl 3-chloro-5-((2,3-dichlorophenylimino)-methyl)phenyl isobutyrate